1-((R)-2-((2S,3S,5R,8R,9R,10S,13S,14S,17S)-2-ethyl-3-hydroxy-3,13-dimethylhexadecahydro-1H-cyclopenta[a]phenanthren-17-yl)-2-hydroxypropyl)-1H-pyrazole-4-carbonitrile C(C)[C@H]1C[C@@H]2[C@H]3CC[C@@]4([C@H](CC[C@H]4[C@@H]3CC[C@@H]2C[C@]1(C)O)[C@@](CN1N=CC(=C1)C#N)(C)O)C